C(#N)C1=CNC2=CC(=CC=C12)C=1C=CC(=NC1)N1CCN(CC1)C(=O)OC(C)(C)C tert-butyl 4-(5-(3-cyano-1H-indol-6-yl)pyridin-2-yl)piperazine-1-carboxylate